benzyl (R)-3-((pyrazin-2-ylmethyl)carbamoyl)piperidine-1-carboxylate N1=C(C=NC=C1)CNC(=O)[C@H]1CN(CCC1)C(=O)OCC1=CC=CC=C1